C(CC)OC([C@H](C)OC(C)(CC)C)=O (2S)-2-[(2-methyl-2-butyl)oxy]propanoic acid (-)-propyl ester